BrC=1C=CC(=C(C1)C(CC(C)O)OCC1=CC=C(C=C1)OC)C#CC 4-(5-bromo-2-(prop-1-yne-1-yl)phenyl)-4-((4-methoxybenzyl)oxy)butan-2-ol